tert-Butyl (S)-((3'-chloro-6-methoxy-2'-(3-(4-methoxy-5-vinylpicolinamido)-2-methylphenyl)-[2,4'-bipyridin]-5-yl)methyl)((5-oxopyrrolidin-2-yl)methyl)carbamate ClC=1C(=NC=CC1C1=NC(=C(C=C1)CN(C(OC(C)(C)C)=O)C[C@H]1NC(CC1)=O)OC)C1=C(C(=CC=C1)NC(C1=NC=C(C(=C1)OC)C=C)=O)C